ClC=1C=NC=C(C1[C@@H](C)OC=1C=C2C(=NNC2=CC1)C(=O)NC=1C=NN(C1)C1CN(C1)CC)Cl (R)-5-(1-(3,5-Dichloropyridin-4-yl)ethoxy)-N-(1-(1-Ethylazetidin-3-yl)-1H-Pyrazol-4-yl)-1H-Indazol-3-Carboxamid